N=1N=C(NC1)C1CN(CC1)C(=O)N1CC2(C1)CCC(CC2)NS(=O)(=O)C2=CC(=CC=C2)OC(F)(F)F N-[2-[3-(4H-1,2,4-triazol-3-yl)pyrrolidine-1-carbonyl]-2-azaspiro[3.5]nonan-7-yl]-3-(trifluoromethoxy)benzenesulfonamide